C\\1C(OC(=O)/C1=C/C2=CC(=C(C=C2)O)O)C3=CC(=C(C=C3)O)O The molecule is a butan-4-olide that is dihydrofuran-2(3H)-one substituted by a 3,4-dihydroxybenzylidene group at position 3 and a 3,4-dihydroxyphenyl group at position 5. It has been isolated from the roots of Scorzonera judaica. It has a role as a plant metabolite. It is a butan-4-olide and a member of catechols.